N(=[N+]=[N-])[C@]1(CN(C[C@@H]1CCCB1OC(C(O1)(C)C)(C)C)S(N(C)CCNC(=O)OC(C)(C)C)(=O)=O)C(=O)O[C@H](C)C1=CC=CC=C1 (R)-1-phenylethyl (3R,4S)-3-azido-1-(N-(2-((tert-butoxycarbonyl)amino)ethyl)-N-methylsulfamoyl)-4-(3-(4,4,5,5-tetramethyl-1,3,2-dioxaborolan-2-yl)propyl)pyrrolidine-3-carboxylate